tert-butyl 3-[7-[3-chloro-2-cyclopropyl-5-(methoxymethoxy)phenyl]-8-fluoro-2-methylsulfonyl-pyrido[4,3-d]pyrimidin-4-yl]-3,8-diazabicyclo[3.2.1]octane-8-carboxylate ClC=1C(=C(C=C(C1)OCOC)C1=C(C=2N=C(N=C(C2C=N1)N1CC2CCC(C1)N2C(=O)OC(C)(C)C)S(=O)(=O)C)F)C2CC2